5-(3-carboxy-2,5-dihydroxybenzoylamino)isophthalic acid C(=O)(O)C=1C(=C(C(=O)NC=2C=C(C=C(C(=O)O)C2)C(=O)O)C=C(C1)O)O